(±)-cis-N-[8-amino-6-(3-methyl-4-pyridyl)-3-isoquinolinyl]-2-fluoro-cyclopropanecarboxamide NC=1C=C(C=C2C=C(N=CC12)NC(=O)[C@H]1[C@H](C1)F)C1=C(C=NC=C1)C |r|